FC1=C(C=C(C=C1)N1C(=C(C2=C(C=CC=C12)O)C1=CC=C(C(=O)O)C=C1)S(=O)(=O)C(C)C)C 4-[1-(4-fluoro-3-methyl-phenyl)-4-hydroxy-2-isopropylsulfonyl-indol-3-yl]Benzoic acid